C1(CCCCC1)CCNC(=O)C=1N(C=C(C1)NC(=O)C=1N(C=C(C1)NC(C1=CC=C(C=C1)\C=C\C=1C=NC2=CC=CC=C2C1)=O)C)C (E)-N-(2-cyclohexylethyl)-1-methyl-4-(1-methyl-4-(4-(2-(quinolin-3-yl)vinyl)benzamido)-1H-pyrrole-2-carboxamido)-1H-pyrrole-2-carboxamide